C(C)[C@]1(C(OCC=2C(N3CC=4C(=NC=5C=C(C(=C6C5C4[C@H](CC6)CO)C)F)C3=CC21)=O)=O)O (1S,9S)-9-ethyl-5-fluoro-9-hydroxy-1-(hydroxymethyl)-4-methyl-1,2,3,9,12,15-hexahydro-10H,13H-benzo[de]pyrano[3',4':6,7]indolizino[1,2-b]quinoline-10,13-dione